benzyl-beta-D-glucopyranose C(C1=CC=CC=C1)[C@]1(O)[C@H](O)[C@@H](O)[C@H](O)[C@H](O1)CO